4-(3-butyl-7-chloro-3H-imidazo[4,5-c]pyridin-4-ylsulfanyl)-but-2-enoic acid dimethylamide CN(C(C=CCSC1=NC=C(C2=C1N(C=N2)CCCC)Cl)=O)C